NC=1C=CC2=C(NOO2)C1C1=C(C=CC=C1)N amino(aminophenyl)benzodioxazole